N-decyl-N,N-dimethyldecanaminium bromide [Br-].C(CCCCCCCCC)[N+](CCCCCCCCCC)(C)C